C(C(=C)C)(=O)OCC1=CC(OC)C(O)(C(OC)=C1)C(C)(C)C 4-(t-butyl)-syringyl methacrylate